dichloro(1-methylindenyl)(pentamethyl-indenyl)zirconium Cl[Zr](C1C(=C(C2=C(C(=C(C=C12)C)C)C)C)C)(C=1C(C2=CC=CC=C2C1)C)Cl